C(=C)[C@H]1N(CCC1)C(=O)OC(C)(C)C tert-butyl (S)-2-vinylpyrrolidine-1-carboxylate